C1(CC1)C=1C(=CC(=C(CN2CCN(CC2)C(=O)NC2=CC=C(C(=O)O)C=C2)C1)OCC)C(=O)OC 4-(4-(5-cyclopropyl-2-ethoxy-4-(methoxycarbonyl)benzyl)piperazine-1-carboxamido)benzoic acid